Pyrrolizidin C1CCN2CCCC12